BrC=1C(=NC=CC1)CC1N(C(C2=CC=CC=C12)=O)CC1=CNC(C=C1)=O 3-((3-bromopyridin-2-yl)methyl)-2-((6-oxo-1,6-dihydropyridin-3-yl)methyl)isoindolin-1-one